BrC=1C=CC(=C(C1)C=1N=CC2=C(N1)C(=NC=C2C)N)C 2-(5-bromo-2-methylphenyl)-5-methylpyrido[3,4-d]Pyrimidin-8-amine